ClC1=NC=C(C(=N1)OC=1N=CC=2CCC3=C(C2C1F)NC1=C3C(NCC13CC3)=O)COCC 2'-((2-chloro-5-(ethoxymethyl)pyrimidin-4-yl)oxy)-1'-fluoro-6',8',9',11'-tetrahydrospiro[cyclopropane-1,10'-pyrido[3',4':4,5]pyrrolo[2,3-f]isoquinolin]-7'(5'H)-one